1-[(3R)-3-[2-[(3R)-2,6-dioxopiperidin-3-yl]-1-oxo-3H-isoindol-5-yl]-3-hydroxypropyl]Piperidine O=C1NC(CC[C@H]1N1C(C2=CC=C(C=C2C1)[C@@H](CCN1CCCCC1)O)=O)=O